C1(CC1)C1=NN=C(O1)C=1C(=NC(=NC1)NC1=CC2=C(C(C(O2)(C)C)=O)C=C1)N[C@H](CO)C1=CC=CC=C1 (S)-6-(5-(5-cyclopropyl-1,3,4-oxadiazol-2-yl)-4-(2-hydroxy-1-phenylethylamino)pyrimidin-2-ylamino)-2,2-dimethylbenzofuran-3(2H)-one